N-[2-[(2-amino-7-chloro-2,3-dihydro-1H-inden-5-yl)oxy]ethyl]carbamic acid tert-butyl ester C(C)(C)(C)OC(NCCOC=1C=C2CC(CC2=C(C1)Cl)N)=O